Ethyl (S)-3-(3',4'-Dimethoxybiphenyl-3-yl)-3-(3-(4-hydroxy-1,5-dimethyl-2-oxo-1,2-dihydropyridin-3-yl)ureido)propanoat COC=1C=C(C=CC1OC)C1=CC(=CC=C1)[C@H](CC(=O)OCC)NC(=O)NC=1C(N(C=C(C1O)C)C)=O